2-(5-(3-((1-methylpyrrolidine-3-carbonyl)oxy)-2-((palmitoyloxy)methyl)propoxy)-5-oxopentyl)propane-1,3-diyldioctanoate CN1CC(CC1)C(=O)OCC(COC(CCCCC(CCCCCCCCC(=O)[O-])CCCCCCCCC(=O)[O-])=O)COC(CCCCCCCCCCCCCCC)=O